C(C)OC(/C(=C/[C@@H](N(C([C@@H](NC(C(N(C(OC(C)(C)C)=O)C)C(C)(C)C1=CC=C(C=C1)O)=O)C(C)(C)C)=O)C)C(C)C)/C)=O (9s,12s,e)-9-(tert-butyl)-6-(2-(4-hydroxyphenyl)propan-2-yl)-12-isopropyl-2,2,5,11,14-pentamethyl-4,7,10-trioxo-3-oxa-5,8,11-triazapentadec-13-en-15-oic acid ethyl ester